C(C=CC=CCCCCCCCCC)=O tetradecadienaldehyde